[Br-].C(N)(=O)C=1C=[N+](C=CC1)[C@@H]1O[C@@H]([C@H]([C@@H]1Cl)O)CO 3-carbamoyl-1-((2R,3S,4R,5R)-3-chloro-4-hydroxy-5-(hydroxymethyl)tetrahydrofuran-2-yl)pyridin-1-ium bromide